N-(6-((5-(4-phenoxyphenyl)pyrimidin-4-yl)amino)pyridin-2-yl)acrylamide O(C1=CC=CC=C1)C1=CC=C(C=C1)C=1C(=NC=NC1)NC1=CC=CC(=N1)NC(C=C)=O